C(CCCCCCCCCC=CCCCCCCCC)(=O)OC methyl icos-11-enoate